1,4-benzoquinone di-potassium salt [K].[K].C1(C=CC(C=C1)=O)=O